5-Hepten-2-yn-1-ol C(C#CCC=CC)O